3-(N-(4-ethoxyphenyl)-N-methylsulfamoyl)-N-(4-(trifluoromethyl)phenyl)thiophene-2-carboxamide C(C)OC1=CC=C(C=C1)N(S(=O)(=O)C1=C(SC=C1)C(=O)NC1=CC=C(C=C1)C(F)(F)F)C